Nickel oxohydroxide O(O)O.[Ni]